F[C@H]1C[C@@H](CNC1)NC=1C2=C(N=CN1)C(=CC(=N2)C2=CC=C(C=C2)CN2CCOCC2)C(=O)N 4-[[(3S,5S)-5-fluoropiperidin-3-yl]amino]-6-[4-(morpholin-4-ylmethyl)phenyl]pyrido[3,2-d]pyrimidine-8-carboxamide